(S)-4-bromo-N-(1-(3,5-dimethyl-1H-pyrazol-1-yl)-3-(1H-indol-3-yl)-1-oxopropan-2-yl)benzenesulfonamide BrC1=CC=C(C=C1)S(=O)(=O)N[C@H](C(=O)N1N=C(C=C1C)C)CC1=CNC2=CC=CC=C12